FC(C=1C=C(C=CC1)NNC(C1=CC=C(C=C1)C1=NOC(=N1)C(F)(F)F)=O)(F)F N'-(3-trifluoromethyl-phenyl)-4-[5-(trifluoromethyl)-1,2,4-oxadiazol-3-yl]benzoyl-hydrazine